ClC=1C=C(C=C(C1)Cl)C1=NC(=CC(=C1)CN1CCC(CC1)CCC(=O)O)OC=1C=NC(=CC1)N1CCN(CC1)CCCS(=O)(=O)C 3-(1-((2-(3,5-dichlorophenyl)-6-((6-(4-(3-(methylsulfonyl)propyl)piperazin-1-yl)pyridin-3-yl)oxy)pyridin-4-yl)methyl)piperidin-4-yl)propanoic acid